[Pd].B borane, palladium salt